carboxymethyl-N-carboxymethyl-oxyethyl-imidazolinium C(=O)(O)C[N+]1(C=NCC1)CCOCC(=O)O